5-((5-Chloro-3-(2,2,2-trifluoroethoxy)pyridin-2-yl)oxy)-3-fluoro-N-(3-methyl-1,1-dioxidothietan-3-yl)pyrazolo[1,5-a]pyridine-2-carboxamide ClC=1C=C(C(=NC1)OC1=CC=2N(C=C1)N=C(C2F)C(=O)NC2(CS(C2)(=O)=O)C)OCC(F)(F)F